CC1=CCC(CC1)C(=C)COC(=O)C menthadienyl acetate